1-({[(2R,3R,11bR)-3-(2,2-dimethylpropyl)-2-hydroxy-10-methoxy-1H,2H,3H,4H,6H,7H,11bH-pyrido[2,1-a]isoquinolin-9-yl]oxy}methyl)cyclopropylmethanesulfonate CC(C[C@H]1[C@@H](C[C@H]2N(CCC3=CC(=C(C=C23)OC)OCC2(CC2)CS(=O)(=O)[O-])C1)O)(C)C